FC1=C(C=CC=C1)C=1NC2=CC=C(C=C2C1C)CNC(=O)C=1C(=NC=NC1)C N-((2-(2-fluorophenyl)-3-methyl-1H-indol-5-yl)methyl)-4-methylpyrimidine-5-carboxamide